1-(thiophen-2-yl)piperidine-4-carboxylic acid S1C(=CC=C1)N1CCC(CC1)C(=O)O